N-(1,3-benzothiazol-2-yl)-2-{5-[5-methyl-1-(tricyclo[3.3.1.13,7]dec-1-ylmethyl)-1H-pyrazol-4-yl]-6-(2H-tetrazol-5-yl)pyridin-2-yl}-1,2,3,4-tetrahydroisoquinoline-8-carboxamide S1C(=NC2=C1C=CC=C2)NC(=O)C=2C=CC=C1CCN(CC21)C2=NC(=C(C=C2)C=2C=NN(C2C)CC21CC3CC(CC(C2)C3)C1)C=1N=NNN1